Cl.CN([C@H](C)CC1=CC=CC=C1)C |r| (+/-)-N,N-dimethylamphetamine HCl